C1(CC1)N1C=CC(C2=CC(=C(C=C12)N1CC(N(CC1)C(C)=O)C)F)=O 1-cyclopropyl-6-fluoro-7-(3-methyl-4-acetylpiperazin-1-yl)-quinolin-4(1H)-one